CC1=C2C(NC=NC2=CC=C1)=O 5-methyl-quinazolin-4(3H)-one